ethyl 2-(4-{2-[acetyl (ethyl) amino] propan-2-yl} piperidin-1-yl)-6-azaspiro[3.4]octane-6-carboxylate C(C)(=O)N(C(C)(C)C1CCN(CC1)C1CC2(C1)CN(CC2)C(=O)OCC)CC